tert-butyl (4-((6-methoxy-2-(4-methyl-1,4-diazepan-1-yl)-4-((1-methylpiperidin-4-yl)amino)quinazolin-7-yl)oxy)butyl)carbamate COC=1C=C2C(=NC(=NC2=CC1OCCCCNC(OC(C)(C)C)=O)N1CCN(CCC1)C)NC1CCN(CC1)C